N1CC(C1)CN1N=CC(=C1)C1=CC=C(C=C1)CNC1=NC=NC(=C1)C1=CN=C2N1C=CC(=C2)OC N-[(4-{1-[(azetidin-3-yl)methyl]-1H-pyrazol-4-yl}phenyl)methyl]-6-{7-methoxyimidazo[1,2-a]pyridin-3-yl}pyrimidin-4-amine